CC1=CC=CC(=N1)CC(=O)NN 2-(6-methylpyridin-2-yl)acethydrazide